isophorone furfuryl-acetate C(C1=CC=CO1)CC(=O)O.O=C1C=C(CC(C)(C)C1)C